1-cyclobutyl-4-((2-phenylpyrimidin-5-yl)methyl)piperazine-2,3-dione C1(CCC1)N1C(C(N(CC1)CC=1C=NC(=NC1)C1=CC=CC=C1)=O)=O